C(C)OC(=O)C1CCN(CC1)[Si](C)(C)C 1-(trimethylsilyl)piperidine-4-carboxylic acid ethyl ester